(4-(3-hydroxythietan-3-yl)phenyl)(4-(3-(trifluoromethyl)phenoxy)piperidin-1-yl)methanone OC1(CSC1)C1=CC=C(C=C1)C(=O)N1CCC(CC1)OC1=CC(=CC=C1)C(F)(F)F